N-((2-methylquinolin-6-yl)methyl)-N-(tetrahydro-2H-pyran-4-yl)acetamide CC1=NC2=CC=C(C=C2C=C1)CN(C(C)=O)C1CCOCC1